CC=1C(=C(C=CC1)N1C(SC(=C1C=1C=C(C(=O)NCCCCC2=CC=CC=C2)C=CC1)C)=O)OC 3-(3-(3-methyl-2-methoxyphenyl)-5-methyl-4-thiazolinonyl)-N-(4-phenylbutyl)benzamide